O1CCC2=C1C(=CC=C2)S(=O)(=O)C2=CC=C(C=C2)CNC(=O)C=2C=C1C(=NC2)NN=C1 N-{[4-(2,3-dihydro-1-benzofuran-7-sulfonyl)phenyl]methyl}-1H-pyrazolo[3,4-b]pyridine-5-carboxamide